C(C)(C)(C)OC(=O)N1CC(C1)N1CCC(CC1)C1=CC(=CC=C1)C=1N=NN(C1)CC1=NC=C(C=C1F)C=1OC(=NN1)C(F)F 3-(4-(3-(1-((5-(5-(difluoromethyl)-1,3,4-oxadiazol-2-yl)-3-fluoropyridin-2-yl)methyl)-1H-1,2,3-triazol-4-yl)phenyl)piperidin-1-yl)azetidine-1-carboxylic acid tert-butyl ester